(R)-1-ethylpyrrolidine-3-amine C(C)N1C[C@@H](CC1)N